2-(6-((2,2-dimethylpiperidin-4-yl)oxy)pyridazin-3-yl)-5-(1H-pyrazol-1-yl)phenol CC1(NCCC(C1)OC1=CC=C(N=N1)C1=C(C=C(C=C1)N1N=CC=C1)O)C